C(#N)C1=CC=2N(N=C1)C(=CC2)C2=CC(=C(C=N2)C2=NN=C(S2)C2(CCC(CC2)NC(C)=O)F)NC(C)C N-(4-(5-(6-(3-cyanopyrrolo[1,2-b]pyridazin-7-yl)-4-(isopropylamino)pyridin-3-yl)-1,3,4-thiadiazol-2-yl)-4-fluorocyclohexyl)acetamide